C(=CC)N1CC(CC1)N1[C@@H](C(N(C=2C=NC(=NC12)NC1=C(C(=CC(=C1)N1CCN(CC1)C)F)OCCCO)C)=O)CC (7R)-8-(1-propenylpyrrolidin-3-yl)-7-ethyl-2-((3-fluoro-2-(3-hydroxypropoxy)-5-(4-methylpiperazin-1-yl)phenyl)amino)-5-methyl-7,8-dihydropteridin-6(5H)-one